5-methyl-2-hydroxy-benzotriazole CC1=CC=2C(=NN(N2)O)C=C1